ethyl 4-butyl-1H-1,2,3-triazole-1-acetate C(CCC)C=1N=NN(C1)CC(=O)OCC